N-[1-(3-methyl-2-nitro-imidazol-4-yl)ethyl]-N-[5-[4-[[5-(4-methylpiperazin-1-yl)pyrimidin-2-yl]amino]cyclohexoxy]-7-morpholino-1,6-naphthyridin-3-yl]methanesulfonamide CN1C(=NC=C1C(C)N(S(=O)(=O)C)C=1C=NC2=CC(=NC(=C2C1)OC1CCC(CC1)NC1=NC=C(C=N1)N1CCN(CC1)C)N1CCOCC1)[N+](=O)[O-]